COC(=O)C1=C(C=C(C=C1)C(=O)OC)P(O)(O)=O 2,5-bis(methoxycarbonyl)phenylphosphonic acid